[N+](=O)([O-])C1=CC=C(C=C1)C1=C(C=C2C(=N1)CNC2)C(=O)N 2-(4-nitrophenyl)-6,7-dihydro-5H-pyrrolo[3,4-b]Pyridine-3-carboxamide